BrC=1C=NC=CC1CN1C(C2=CC=CC=C2C1=O)=O 2-[(3-bromopyridin-4-yl)methyl]isoindole-1,3-dione